5-(methylsulfonyl)-1H-pyrazole-4-carboxamide CS(=O)(=O)C1=C(C=NN1)C(=O)N